BrCCCCCCO[Si](OC(OC\C=C(\CC\C=C(\CCC=C(C)C)/C)/C)CCCCCCC\C=C/CCCCCCCC)(C)C (13E,17E)-1-bromo-10-((Z)-heptadec-8-en-1-yl)-8,8,14,18,22-pentamethyl-7,9,11-trioxa-8-silatricosa-13,17,21-triene